(R)-1-(2-chloro-5-fluoropyridin-3-yl)ethyl (4-(6-ethyl-5-(methylsulfonamido)pyridin-2-yl)-1-methyl-1H-1,2,3-triazol-5-yl)carbamate C(C)C1=C(C=CC(=N1)C=1N=NN(C1NC(O[C@H](C)C=1C(=NC=C(C1)F)Cl)=O)C)NS(=O)(=O)C